tert-butyl 3-methyl-4-[2-[[(E)-3-[4-(trifluoromethyl)phenyl]prop-2-enoyl]amino]acetyl]piperazinecarboxylate CC1CN(CCN1C(CNC(\C=C\C1=CC=C(C=C1)C(F)(F)F)=O)=O)C(=O)OC(C)(C)C